3-fluoro-4-(N-isopropylamino)benzoic acid FC=1C=C(C(=O)O)C=CC1NC(C)C